N-(1-Hydroxy-1,3-dihydro-benzo[c][1,2]oxaborol-6-yl)-acrylamide OB1OCC2=C1C=C(C=C2)NC(C=C)=O